N1=CC=C2N1CCCN2C(CNC(OC(C)(C)C)=O)=O tert-butyl (2-(6,7-dihydropyrazolo[1,5-a]pyrimidin-4(5H)-yl)-2-oxoethyl)carbamate